C(C)(C)(C)C(C1=CC=CC=C1)(O)C(C)(C)C di-tert-Butyl-Hydroxy-Toluene